6'-hydroxy-4',6'-dimethyl-7'-oxo-6',7'-dihydrospiro[cyclopropane-1,5'-inden] tert-butyl-4-(5-benzyloxy-3-oxo-pentanoyl)piperazine-1-carboxylate C(C)(C)(C)OC(=O)N1CCN(CC1)C(CC(CCOCC1=CC=CC=C1)=O)=O.OC1(C2(C(=C3C=CC=C3C1=O)C)CC2)C